3-[(Benzo[d][1,3]dioxolan-4-yl)-oxy]-3-(3,4-dichlorophenyl)-N-methylpropylamine O1COC2=C1C=CC=C2OC(CCNC)C2=CC(=C(C=C2)Cl)Cl